OC1CN(CCC1O)C1=C(C=C2C(C(=CN(C2=N1)C1=C(C=C(C=C1F)F)F)C(=O)NC(C)C(C(F)(F)F)(F)F)=O)F 7-(3,4-dihydroxypiperidin-1-yl)-6-fluoro-4-oxo-N-(3,3,4,4,4-pentafluorobut-2-yl)-1-(2,4,6-trifluorophenyl)-1,4-dihydro-1,8-naphthyridine-3-carboxamide